tert-butyl (4,4-difluorocyclohexyl)(2-(methylthio)-6-morpholino pyrimidin-4-yl)carbamate FC1(CCC(CC1)N(C(OC(C)(C)C)=O)C1=NC(=NC(=C1)N1CCOCC1)SC)F